Cl.N1CCC(CC1)CC(=O)OC Methyl 2-(piperidin-4-yl)acetate, hydrochloride